O1CCC12CN(C2)C2=CC=1C(N=C2)=NNC1 5-{1-oxa-6-azaspiro[3.3]heptan-6-yl}-2H-pyrazolo[3,4-b]pyridin